2-ethyl-3,4-dioxan C(C)C1CCCOO1